C(C)(C)(C)N(C(O)=O)C1CC2=CC=C(C=C2C1)C1CC1.CC(CC(C(=O)C1=CC(=C(C(=C1)Cl)Cl)Cl)SC#N)C 4-methyl-2-thiocyano-1-(3,4,5-trichlorophenyl)pentan-1-one tert-butyl(5-cyclopropyl-2,3-dihydro-1H-inden-2-yl)carbamate